(2S,4R)-1-((S)-3,3-dimethyl-2-(2-(methylamino)acetamido)butanoyl)-4-hydroxy-N-((S)-1-(4-(4-methylthiazol-5-yl)phenyl)ethyl)pyrrolidine-2-carboxamide hydrochloride Cl.CC([C@@H](C(=O)N1[C@@H](C[C@H](C1)O)C(=O)N[C@@H](C)C1=CC=C(C=C1)C1=C(N=CS1)C)NC(CNC)=O)(C)C